tert-butyl 1-(4-chloro-1H-pyrazol-1-yl)-3-azabicyclo[3.1.0]hexane-3-carboxylate ClC=1C=NN(C1)C12CN(CC2C1)C(=O)OC(C)(C)C